2-(2-((5-Bromo-2-((3-fluoro-2-methoxy-4-(4-(4-methylpiperazin-1-yl)piperidin-1-yl)benzeneyl)amino)pyrimidin-4-yl)amino)-4-fluorophenyl)propan-2-ol BrC=1C(=NC(=NC1)NC1=C(C(=C(C=C1)N1CCC(CC1)N1CCN(CC1)C)F)OC)NC1=C(C=CC(=C1)F)C(C)(C)O